(d)-2,7-dibromo-3,6-dimethoxy-9,9-dimethyl-9H-fluorene BrC1=CC=2C(C3=CC(=C(C=C3C2C=C1OC)OC)Br)(C)C